ethyl-propylene glycol diacetate C(C)(=O)OC(C(C)OC(C)=O)CC